3-[3-methyl-2-oxo-5-(4-piperidyloxy)benzimidazol-1-yl]piperidine CN1C(N(C2=C1C=C(C=C2)OC2CCNCC2)C2CNCCC2)=O